3-[2-(cyclopropoxy)-3-pyridyl]-5-[(3R)-3-methylpiperazin-1-yl]pyrazolo[1,5-a]pyrimidine C1(CC1)OC1=NC=CC=C1C=1C=NN2C1N=C(C=C2)N2C[C@H](NCC2)C